ClC=1C(=C2C=C(NC2=CC1)C(=O)N[C@H](C(=O)N[C@H](C(=O)OC)C[C@H]1C(NCCC1)=O)CC(C)(C)C)OC methyl (2S)-2-[[(2S)-2-[(5-chloro-4-methoxy-1H-indole-2-carbonyl)amino]-4,4-dimethyl-pentanoyl]amino]-3-[(3S)-2-oxo-3-piperidyl]propanoate